N-(1-(2,6-dimethoxyphenyl)-2-(6-ethoxypyridin-2-yl)-1H-imidazo[4,5-b]pyrazin-6-yl)-1-(pyrimidin-5-yl)methanesulfonamide COC1=C(C(=CC=C1)OC)N1C(=NC=2C1=NC(=CN2)NS(=O)(=O)CC=2C=NC=NC2)C2=NC(=CC=C2)OCC